ClC1=C(C=CC(=C1)Cl)C1CC(C=2C(C3=CC(=CC=C3NC2C1)OC)=O)=O 3-(2,4-dichlorophenyl)-7-methoxy-3,4-dihydroacridine-1,9(2H,10H)-dione